O=CCOC1=C(C(=O)[O-])C=CC=C1 2-oxoethoxylbenzoate